N12CCN(CC1)CC2 1,4-diaza-bicyclo(2.2.2)-octane